p-acetoxybenzeneacrylic acid C(C)(=O)OC1=CC=C(C=C1)C=CC(=O)O